CN(C1=CC=C2C3(CC=4C(=NOC4C2=C1)NS(=O)(=O)C1=C(C=CC=C1)OC)CC3)C N-(8'-(dimethylamino)-4'H-spiro[cyclopropane-1,5'-naphtho[2,1-d]isoxazol]-3'-yl)-2-methoxybenzenesulfonamide